butyl-N-(4-cyano-2,3,5,6-tetrafluorophenyl)-1-methoxy-2λ3-cyclopropane-1-carboxamide C(CCC)[C]1C(C1)(C(=O)NC1=C(C(=C(C(=C1F)F)C#N)F)F)OC